N6-Lauroyl-L-Lysine C(CCCCCCCCCCC)(=O)NCCCC[C@H](N)C(=O)O